NC1=C2N=C(N(C2=NC(=N1)NCCCCC)CC1=CC=C(C=C1)CO)OC (4-((6-amino-8-methoxy-2-(pentylamino)-9H-purin-9-yl)methyl)phenyl)-methanol